3-amino-1-(4-methoxybenzyl)-2-pyridone NC=1C(N(C=CC1)CC1=CC=C(C=C1)OC)=O